tert-butyl (2-(4-(benzyloxy)-1-methyl-1H-indol-3-yl)ethyl)(2,2,2-trifluoroethyl)carbamate C(C1=CC=CC=C1)OC1=C2C(=CN(C2=CC=C1)C)CCN(C(OC(C)(C)C)=O)CC(F)(F)F